BrC=1C(=C2C=C(C(=NC2=CC1)C)OC)Cl 6-bromo-5-chloro-3-methoxy-2-methylquinoline